C(C)(C)(C)C1=CN=C(O1)C1CC(CC1)C1=CC(=NN1)NC1=C(C2=C(N(S(CC2)(=O)=O)CC2=CC=C(C=C2)OC)C=C1)F 6-((5-(3-(5-(tert-butyl)oxazol-2-yl)cyclopentyl)-1H-pyrazol-3-yl)amino)-5-fluoro-1-(4-methoxybenzyl)-3,4-dihydro-1H-benzo[c][1,2]thiazine 2,2-dioxide